N1C[C@@H](CCC1)NC1=C2C(=C(N=N1)C1=C(C=C(C=C1)C(F)(F)F)O)OC=C2 (R)-2-(4-(piperidin-3-ylamino)furo[2,3-d]pyridazin-7-yl)-5-(trifluoromethyl)phenol